tert-butyl (R)-3-(4-((6-((R)-3-(2,3-difluorophenyl)isoxazolidin-2-yl)pyrimidin-4-yl)amino)phenyl)isooxazolidine-2-carboxylate FC1=C(C=CC=C1F)[C@@H]1N(OCC1)C1=CC(=NC=N1)NC1=CC=C(C=C1)[C@@H]1N(OCC1)C(=O)OC(C)(C)C